C(C1=CC=CC=C1)ON1CN(S(C2=C1C=C(C=C2)Cl)(=O)=O)[C@@H]([C@H](C)C2=C(C(=CC=C2F)C)C)C2=NNC(O2)=O 5-((1S,2R)-1-(4-(benzyloxy)-6-chloro-1,1-dioxido-3,4-dihydro-2H-benzo[e][1,2,4]thiadiazin-2-yl)-2-(6-fluoro-2,3-dimethylphenyl)propyl)-1,3,4-oxadiazol-2(3H)-one